3-(piperazin-1-yl)cyclobutane N1(CCNCC1)C1CCC1